C(C)N1[C@@H]([C@@]2(COC(C(N2)=O)F)CCC1)CO[C@@H]1CC[C@@H](CC1)C1=CC=CC=C1 (6R,7S)-N-ethyl-3-fluoro-2-oxo-7-({[(CIS)-4-phenylcyclohexyl]oxy}methyl)-4-oxa-1,8-diazaspiro[5.5]undecane